FC1=C2C=CN(C2=CC=C1F)C1CN(CC1)C 4,5-difluoro-1-(1-methylpyrrolidin-3-yl)-1H-indole